N-(3-(4-oxo-3-(4-(trifluoromethyl)phenyl)-3,4-dihydro-phthalazin-1-yl)phenyl)ethyl-sulphonamide O=C1N(N=C(C2=CC=CC=C12)C=1C=C(C=CC1)CCNS(=O)=O)C1=CC=C(C=C1)C(F)(F)F